(5-(piperazin-1-yl)pyridin-2-yl)pyrimidin-2-amine N1(CCNCC1)C=1C=CC(=NC1)C1=NC(=NC=C1)N